COC1=C(N)C=C(C=C1)C=1C(=NNC1)C1=CC(=C(C(=C1)OC)OC)OC 2-methoxy-5-[3-(3,4,5-trimethoxyphenyl)-1H-pyrazol-4-yl]aniline